3-(4-dimethylaminophenyl)-3-(2-methylindole-3-yl)phthalide CN(C1=CC=C(C=C1)C1(OC(=O)C2=CC=CC=C12)C1=C(NC2=CC=CC=C12)C)C